C(C1=CC=CC=C1)N1CCN(C12CCOCC2)C(=O)C2=CC=C(C=C2)/C=C/C(=O)C2=CC(=C(C(=C2)OC)OC)OC (E)-3-(4-(4-benzyl-8-oxa-1,4-diazaspiro[4.5]decan-1-carbonyl)phenyl)-1-(3,4,5-trimethoxyphenyl)prop-2-en-1-one